(4-methylpiperazin-1-yl)[2'-(quinolin-3-yl)-5',6'-dihydrospiro[azetidine-3,4'-pyrrolo[1,2-b]pyrazol]-1-yl]methanone CN1CCN(CC1)C(=O)N1CC2(CCN3N=C(C=C32)C=3C=NC2=CC=CC=C2C3)C1